2-(3-chloro-4-fluorobenzamido)benzo[d]thiazole-6-carboxylic acid ClC=1C=C(C(=O)NC=2SC3=C(N2)C=CC(=C3)C(=O)O)C=CC1F